C1(CC1)NC(=O)C1=CC=2C(=NC(=C3C2N(C=N3)C)NC3=NN(C(=C3)C)C)N1CC N-cyclopropyl-4-[(1,5-dimethyl-1H-pyrazol-3-yl)amino]-6-ethyl-1,6-dihydro-1-methyl-imidazo[4,5-d]Pyrrolo[2,3-b]Pyridine-7-carboxamide